FC1=CC2=C(N(C(=N2)C)COCC[Si](C)(C)C)C(=C1OC=1C=C2N=C(C=NC2=CC1)C=1C=NNC1)F 2-[[5,7-difluoro-2-methyl-6-[3-(1H-pyrazol-4-yl)quinoxalin-6-yl]oxy-benzimidazol-1-yl]methoxy]ethyl-trimethyl-silane